ClC=1C=2CCN(C(C2C(=C2C1OC(O2)C21CCC(CC2)(CC1)N(C)C)C)=O)CC=1C(NC(=CC1C)C)=O 9-chloro-6-((4,6-dimethyl-2-oxo-1,2-dihydropyridin-3-yl)methyl)-2-(4-(dimethylamino)bicyclo[2.2.2]oct-1-yl)-4-methyl-7,8-dihydro-[1,3]dioxolo[4,5-g]isoquinolin-5(6H)-one